(S)-2-amino-3-phenylpropan-1-ol N[C@H](CO)CC1=CC=CC=C1